ICC(=C)CI 3-iodo-2-iodomethylpropene